FC(C1=CC=C(C=C1)C=1NC(=CC1CC1C(OC(OC1=O)(C)C)=O)C1=CC=C(C=C1)C(F)(F)F)(F)F 5-((2,5-bis(4-(trifluoromethyl)phenyl)-1H-pyrrol-3-yl)methyl)-2,2-dimethyl-1,3-dioxane-4,6-dione